COC1=C(C=CC=C1)C(=O)O\N=C\C1=CC(=C(C(=C1)OC)O)OC (E)-4-hydroxy-3,5-dimethoxybenzaldehyde O-(2-methoxyphenylformyl) oxime